Octahydro-4,7-methano-1H-indenyl 2-propenoate C(C=C)(=O)OC1CCC2C3CCC(C12)C3